CC1=C(C=NC=C1)C#CC1=CNC2=NC=C(C=C21)C=2C=C1CCOCC1=C(C2)[C@H]2N(CCC2)C(=O)OC(C)(C)C tert-Butyl (S)-2-(6-(3-((4-methylpyridin-3-yl)ethynyl)-1H-pyrrolo[2,3-b]pyridin-5-yl) isochroman-8-yl)pyrrolidine-1-carboxylate